FC1=C(C=CC(=C1)C(C(F)(F)F)(C(F)(F)F)O)NC(=O)C1N(CC2=CC(=CC=C12)S(=O)(=O)C)C(=O)OC(C)(C)C tert-Butyl 1-((2-fluoro-4-(1,1,1,3,3,3-hexafluoro-2-hydroxypropan-2-yl)phenyl)carbamoyl)-5-(methylsulfonyl)isoindoline-2-carboxylate